5-(2-acetyl-5-chlorophenyl)-6-(allyloxy)-2-(4-methoxybenzyl)pyridazin-3(2H)-one C(C)(=O)C1=C(C=C(C=C1)Cl)C1=CC(N(N=C1OCC=C)CC1=CC=C(C=C1)OC)=O